[Cl-].[Cl-].C[Si](=[Zr+2](C1C(=CC2=C(C=C(C=C12)C)C1=CC(=CC(=C1)C(C)(C)C)C(C)(C)C)C)C1C(=CC2=C(C(=C(C=C12)C(C)(C)C)OC)C1=CC(=CC(=C1)C(C)(C)C)C(C)(C)C)C)C Dimethylsilanediyl-[2-methyl-4-(3,5-di-tert-butylphenyl)-5-methoxy-6-tert-butyl-inden-1-yl][2,6-dimethyl-4-(3,5-di-tert-butylphenyl)-inden-1-yl]zirconium dichloride